C(C)(C)(C)OC(=O)NC1CCC(CC1)NC(=O)C=1N(C2=CC(=CC=C2C1C(=O)O)C#N)CC1=CC=CC2=CC=CC=C12 2-(((1r,4r)-4-((tert-butoxycarbonyl)amino)cyclohexyl)carbamoyl)-6-cyano-1-(naphthalen-1-ylmethyl)-1H-indole-3-carboxylic acid